FC=1C(=C2C(=NC1C)NN=C2C)C=2C(=NN1C2COC(C1)(C(F)(F)F)C([2H])([2H])[2H])C1=NC=C(C=C1)F 3-(5-Fluoro-3,6-dimethyl-1H-pyrazolo[3,4-b]pyridin-4-yl)-2-(5-fluoropyridin-2-yl)-6-(methyl-d3)-6-(trifluoromethyl)-6,7-dihydro-4H-pyrazolo[5,1-c][1,4]oxazine